3,9-bis[2-methyl-1-(oxiran-2-ylmethoxy)propan-2-yl]-2,4,8,10-tetraoxaspiro[5.5]undecane CC(COCC1OC1)(C)C1OCC2(CO1)COC(OC2)C(COCC2OC2)(C)C